2-[[1-[6-(dimethylamino)pyrimidin-4-yl]piperidin-4-yl]methyl]-6-(1,2,4-triazol-1-yl)pyridazin-3-one CN(C1=CC(=NC=N1)N1CCC(CC1)CN1N=C(C=CC1=O)N1N=CN=C1)C